1-heptanecarboxylate C(CCCCCC)C(=O)[O-]